N-[4-(diethylamino)cyclohexyl]-6-[6-methoxy-5-({[2-(trifluoro-methoxy)phenyl]methyl}carbamoyl)pyridin-3-yl]-1H-indazole-3-carboxamide C(C)N(C1CCC(CC1)NC(=O)C1=NNC2=CC(=CC=C12)C=1C=NC(=C(C1)C(NCC1=C(C=CC=C1)OC(F)(F)F)=O)OC)CC